FC1=C(C(=CC(=C1)OCCN1CC(C1)CF)F)[C@H]1N([C@@H](CC2=C1NC1=CC=CC=C21)C)CC(C)(C)C (1R,3R)-1-[2,6-difluoro-4-[2-[3-(fluoromethyl)azetidin-1-yl]ethoxy]phenyl]-2-(2,2-dimethylpropyl)-3-methyl-1,3,4,9-tetrahydropyrido[3,4-b]indole